C1(=CC=CC=C1)C(CC)=O phenylpropan-1-one